(1H-benzimidazol-5-ylamino)[4-(5-cyclopropylthiophen-2-yl)phenyl]acetonitrile N1C=NC2=C1C=CC(=C2)NC(C#N)C2=CC=C(C=C2)C=2SC(=CC2)C2CC2